8-(dibenzothiophen-4-yl)-4-phenyl-2-(9'-phenyl-3,3'-bi-9H-carbazol-9-yl)-[1]benzofuran C1=CC=C(C=2SC3=C(C21)C=CC=C3)C=3C=CC=C2C=1C=C(C=CC1N(C32)C=3OC2=C(C3)C(=CC=C2)C2=CC=CC=C2)C=2C=CC=3N(C1=CC=CC=C1C3C2)C2=CC=CC=C2